COCCOCOC1=C(C=C2C=CC(=NC2=C1)C)C1=COC2=CC=CC=C2C1=O 3-(7-((2-methoxyethoxy)methoxy)-2-methylquinolin-6-yl)-4H-chromen-4-one